[Cl-].ClC1=C(C(NC1=O)=O)C1=CC=[NH+]C=C1 4-(4-chloro-2,5-dioxo-2,5-dihydro-1H-pyrrol-3-yl)pyridin-1-ium chloride